Br.Br.COC1=CC=C(C=C1)\N=C(/N)\SCC1=C(C=C(C(=C1)Cl)Cl)CSC(N)=NC1=CC=C(C=C1)OC (4,5-Dichloro-1,2-phenylene)bis(methylene) (E,E)-bis(N'-(4-methoxyphenyl)carbamimidothioate) dihydrobromide